sulfosuccinic acid-1,4-dioctyl ester C(CCCCCCC)OC(C(CC(=O)OCCCCCCCC)S(=O)(=O)O)=O